C1(CCCCC1)C[C@H](C(=O)N1C(CC(C1)N1N=NC=C1C(C)(C)O)C(=O)N)NC(C1=CC=C(C=C1)S(N(C1CC1)C1CC1)(=O)=O)=O 1-((R)-3-cyclohexyl-2-(4-(N,N-dicyclopropylsulfamoyl)benzamido)propanoyl)-4-(5-(2-hydroxypropan-2-yl)-1H-1,2,3-triazol-1-yl)pyrrolidine-2-carboxamide